ClC=1C(N(N=CC1CO)CC1=NC(=NO1)C[C@H](F)C1=CC=C(C=C1)Cl)=O 4-chloro-2-({3-[(2S)-2-(4-chlorophenyl)-2-fluoroethyl]-1,2,4-oxadiazol-5-yl}methyl)-5-(hydroxymethyl)pyridazin-3-one